CN(CCC=1C(=CC(N(C1)[C@H](C(=O)N[C@@H](CC(=O)OC)C=1C=C(C=CC1)C1=C(C=CC=C1OCCCC=C)C)CC=C)=O)C(F)(F)F)C Methyl (S)-3-((S)-2-(5-(2-(dimethylamino)ethyl)-2-oxo-4-(trifluoromethyl)pyridin-1(2H)-yl)pent-4-enamido)-3-(2'-methyl-6'-(pent-4-en-1-yloxy)-[1,1'-biphenyl]-3-yl)propanoate